(±)-3-(3-Morpholinophenyl)-3-(3-(3-(5,6,7,8-tetrahydro-1,8-naphthyridin-2-yl)propyl)-1H-pyrazol-1-yl)propanoic acid O1CCN(CC1)C=1C=C(C=CC1)[C@@H](CC(=O)O)N1N=C(C=C1)CCCC1=NC=2NCCCC2C=C1 |r|